dimethylaminoethylmethacrylate ammonium [NH4+].CN(C)CCOC(C(=C)C)=O